C(=O)(OC(C)(C)C)NCCCCCN mono-Bocpentylenediamine